ClC1=C(C(=CC=C1)Cl)S(=O)(=O)NCCC1=C(C=CC=C1)C 2,6-dichloro-N-[2-(2-methylphenyl)ethyl]benzene-1-sulfonamide